(Hexahydropyrrolo[1,2-a]pyrazin-2(1H)-yl)-N-(2-phenoxyethyl)-1H-benzo[d]imidazole-1-carboxamide C1C2N(CCN1C1=NC3=C(N1C(=O)NCCOC1=CC=CC=C1)C=CC=C3)CCC2